di-methyl-divinyl-silane C[Si](C=C)(C=C)C